N-methyl-N-(1-(pyridin-4-yl)-1H-pyrazol-4-yl)propanamide CN(C(CC)=O)C=1C=NN(C1)C1=CC=NC=C1